FC1=C(C=CC(=C1)S(=O)(=O)C)C=1C(=CC=CC1)O 2'-fluoro-4'-(methylsulfonyl)-[1,1'-biphenyl]-2-ol